N-(3-chloro-4-fluorophenyl)-4-(hydroxyimino)-2,3-dimethyl-4,5,6,7-tetrahydro-2H-isoindole-1-carboxamide ClC=1C=C(C=CC1F)NC(=O)C=1N(C(=C2C(CCCC12)=NO)C)C